4-bromophenylthioether BrC1=CC=C(C=C1)SC1=CC=C(C=C1)Br